C(C)(C)N1N=CC=2C(=CC(=CC12)C1=CC(=NC=C1)N1CCN(CC1)C)C(=O)NCC=1C(NC(=CC1CCC)C)=O 1-Isopropyl-N-((6-methyl-2-oxo-4-propyl-1,2-dihydropyridin-3-yl)-methyl)-6-(2-(4-methylpiperazin-1-yl)pyridine-4-yl)-1H-indazole-4-carboxamide